N1CC(CC1)NC1=NC=C(C=C1)C(F)(F)F N-(pyrrolidin-3-yl)-5-(trifluoromethyl)pyridin-2-amine